(3,4-difluoro-2-methoxyphenyl)-5-(methoxymethyl)-5-methyl-4,5-dihydrofuran-2-carboxylic acid ethyl ester C(C)OC(=O)C=1OC(CC1C1=C(C(=C(C=C1)F)F)OC)(C)COC